[C@H](C)(CC)[C@@H]1NCC2=C(NC1=O)C=NC=C2 (S)-3-((S)-sec-butyl)-1,3,4,5-tetrahydro-2H-pyrido[3,4-e][1,4]diazepin-2-one